N-(3-((5-(6-(difluoromethoxy)pyridin-3-yl)-2-((1-methyl-1H-pyrazol-4-yl)amino)pyrimidin-4-yl)amino)-4-fluorophenyl)acrylamide FC(OC1=CC=C(C=N1)C=1C(=NC(=NC1)NC=1C=NN(C1)C)NC=1C=C(C=CC1F)NC(C=C)=O)F